N-(2-cyanoethyl)-N,N-di(tert-butyl)-amine C(#N)CCN(C(C)(C)C)C(C)(C)C